2-(2-Fluoroethoxy)-4-hydroxy-1-((2-(trimethylsilyl)ethoxy)methyl)-1H-pyrrole FCCOC=1N(C=C(C1)O)COCC[Si](C)(C)C